N-(1,1-dimethylprop-2-ynyl)-4-[[2-[3-(trifluoromethyl)-1H-pyrazol-4-yl]acetyl]amino]pyridine-2-carboxamide CC(C#C)(C)NC(=O)C1=NC=CC(=C1)NC(CC=1C(=NNC1)C(F)(F)F)=O